methyl (E)-2-[2-[6-(2-fluorophenoxy)pyrimidin-4-yloxy]phenyl]-3-methoxyacrylate FC1=C(OC2=CC(=NC=N2)OC2=C(C=CC=C2)/C(/C(=O)OC)=C\OC)C=CC=C1